NC=1C=2N(C=CN1)C(=NC2C2=C(C=C(C(=O)NC1=NC=CC(=C1)C(F)(F)F)C=C2)OCC)[C@H]2CN1[C@@H](CO2)CN2[C@@H](C1=O)CCC2 4-{8-amino-3-[(3R,6aR,11aR)-6-oxooctahydro-1H,6H-pyrrolo[1',2':4,5]pyrazino[2,1-c][1,4]oxazin-3-yl]imidazo[1,5-a]pyrazin-1-yl}-3-ethoxy-N-[4-(trifluoromethyl)pyridin-2-yl]benzamide